COC(CN(C)CC)=O Methyl-2-(ethyl(methyl)amino)acetat